ClC1=C(C=CC(=C1)NC(CCCCCCCCCCCCC)=O)C1=CC(OC2=CC(=CC=C12)O[C@@H](C(=O)N1C[C@H](CCC1)C(=O)O)C)=O (3S)-1-[(2R)-2-[4-[2-chloro-4-(tetradecanoylamino)phenyl]-2-oxo-chromen-7-yl]oxypropionyl]piperidine-3-carboxylic acid